5-(3-methyl-2-(1-methyl-1H-pyrazol-4-yl)phenyl)-3-methylenedihydrofuran-2(3H)-one CC=1C(=C(C=CC1)C1CC(C(O1)=O)=C)C=1C=NN(C1)C